N-{2-[5-(dihydroxyphosphoryloxy)-1H-indol-3-yl]ethyl}-2-oxo-3-piperidinecarboxamide OP(=O)(O)OC=1C=C2C(=CNC2=CC1)CCNC(=O)C1C(NCCC1)=O